chloro-[3-phenyl-indenylidene]ruthenium(II) Cl[Ru-]=C1C=C(C2=CC=CC=C12)C1=CC=CC=C1